NC1=NC=C(C=C1C(=O)N[C@@H]1[C@H](CCC1)OCC1=CC=C(C=C1)C=1C=C2CCN(C2=CC1)C(CN(C)C)=O)C=1C=NN(C1)C 2-amino-N-{(1S,2S)-2-[(4-{1-[(dimethylamino)acetyl]-2,3-dihydro-1H-indol-5-yl}phenyl)methoxy]cyclopentyl}-5-(1-methyl-1H-pyrazol-4-yl)pyridine-3-carboxamide